S1C(CSCC1)=O 1,4-dithianon